FC1(CC1)C(=O)N[C@@H](CC1=CC(=CC=C1)O)C (R)-1-fluoro-N-(1-(3-hydroxyphenyl)propane-2-yl)cyclopropanecarboxamide